(2-((2S,4S)-2-(aminomethyl)-5-chloro-2-phenyl-2,3-dihydrobenzofuran-4-yl)-3-fluorophenoxy)ethan-1-amine NC[C@@]1(OC2=C(C1)C(=C(C=C2)Cl)C2=C(OC(C)N)C=CC=C2F)C2=CC=CC=C2